azetidin-3-ylcyclopropan-1-ol N1CC(C1)C1(CC1)O